OCCN1N=CC(=C1)C1=CC=2C(=NC=C(C2)C(=O)NC=2C(=NC=C(C2)NC(CN2[C@H](CCC2)C)=O)C)N1 (S)-2-(1-(2-hydroxyethyl)-1H-pyrazol-4-yl)-N-(2-methyl-5-(2-(2-methylpyrrolidin-1-yl)acetamido)pyridin-3-yl)-1H-pyrrolo[2,3-b]pyridine-5-carboxamide